CC(CCC[Mg]Br)CC(CCCCCCCCCCCC)C 4,6-dimethyloctadecylmagnesium bromide